C(C)(C)(C)C1=CC=2N(C=3C=CC=C4N(C=5C=CC(=CC5B(C34)C2C=C1)C(C)(C)C)C1=CC=C(C=C1)C(C)(C)C)C1=CC(=CC(=C1)C(C)(C)C)C(C)(C)C 3,12-di-tert-butyl-9-(4-(tert-butyl)phenyl)-5-(3,5-di-tert-butylphenyl)-5,9-dihydro-5,9-diaza-13b-boranaphtho[3,2,1-de]anthracene